5-(2-Isopropyl-5-methanesulfonyl-4-methoxy-phenoxy)-N2-(1-methanesulfonyl-piperidin-4-yl)-pyrimidine-2,4-diamine C(C)(C)C1=C(OC=2C(=NC(=NC2)NC2CCN(CC2)S(=O)(=O)C)N)C=C(C(=C1)OC)S(=O)(=O)C